[6-(3-Chloro-1H-pyrazol-4-yl)-1-(2-hydroxyethyl)indol-3-yl]-chroman-3-yl-methanone ClC1=NNC=C1C1=CC=C2C(=CN(C2=C1)CCO)C(=O)C1COC2=CC=CC=C2C1